ClC=1C=C2C(=NC=NC2=CC1)N1CC=2C=C(C=NC2CC1)NC=1N(N=CC1)C 6-(6-chloroquinazolin-4-yl)-N-(2-methylpyrazol-3-yl)-7,8-dihydro-5H-1,6-naphthyridin-3-amine